bis(3,6,8-tri-t-butyl-2-naphthyl)cyclohexylphosphite C(C)(C)(C)C=1C(=CC2=C(C=C(C=C2C1)C(C)(C)C)C(C)(C)C)C1(CCC(CC1)P([O-])([O-])[O-])C1=CC2=C(C=C(C=C2C=C1C(C)(C)C)C(C)(C)C)C(C)(C)C